BrC=1C=C(C(=C(C=NC(C(=O)O)C(C)C)C1)O)OC(C1=CC(=CC=C1)C)=O 2-(5-bromo-2-hydroxy-3-(3-methylbenzoyl-oxy)benzylideneamino)-3-methylbutanoic acid